C(C)(=O)OC(C(=O)NC1=CC(=C(C=C1)B1OC(C(O1)(C)C)(C)C)C)C1=CC(=CC=C1)Cl 1-(3-chlorophenyl)-2-((3-methyl-4-(4,4,5,5-tetramethyl-1,3,2-dioxaborolan-2-yl)phenyl)amino)-2-oxoethyl acetate